2-cyclopropyl-N-(1,1-dimethylsilocan-4-yl)-6-methyl-4H-pyrrolo[2,3-d]thiazole-5-carboxamide C1(CC1)C=1SC2=C(N1)NC(=C2C)C(=O)NC2CC[Si](CCCC2)(C)C